N1C(=NC2=C1C=CC=C2)C2=CC=C(N(CCCl)CCCl)C=C2 4-(1H-benzo[d]imidazol-2-yl)-N,N-bis(2-chloroethyl)aniline